N-[2-formyl-3-(4,4,5,5-tetramethyl-1,3,2-dioxaborolan-2-yl)phenyl]methanesulfonamide tert-butyl-(4-(2-amino-5-carbamoyl-1H-benzo[d]imidazol-1-yl)butyl)carbamate C(C)(C)(C)N(C(O)=O)CCCCN1C(=NC2=C1C=CC(=C2)C(N)=O)N.C(=O)C2=C(C=CC=C2B2OC(C(O2)(C)C)(C)C)NS(=O)(=O)C